3-[[[(1S)-2-(hydroxyamino)-2-oxo-1-phenyl-ethyl]amino]methyl]benzoic acid ONC([C@H](C1=CC=CC=C1)NCC=1C=C(C(=O)O)C=CC1)=O